2-(cis-3-{5-[(1R)-1-amino-2,2-difluoroethyl]pyridin-2-yl}cyclobutyl)-7-methoxy[1,2,4]triazolo[1,5-c]quinazolin-5-amine N[C@@H](C(F)F)C=1C=CC(=NC1)[C@H]1C[C@H](C1)C1=NN2C(=NC=3C(=CC=CC3C2=N1)OC)N